N-(5-carbamoyl-thiophen-2-yl)-2-(4,4-difluoroazepan-1-yl)-7-fluoroquinoline-3-carboxamide C(N)(=O)C1=CC=C(S1)NC(=O)C=1C(=NC2=CC(=CC=C2C1)F)N1CCC(CCC1)(F)F